2-(4-cyclopropyl-6-methoxypyrimidin-5-yl)pyrrolo[2,1-f][1,2,4]triazine C1(CC1)C1=NC=NC(=C1C1=NN2C(C=N1)=CC=C2)OC